CN1N=CC(=C1)C1=NN2C(C(=CC=C2)C2CCNCC2)=C1 (1-methylpyrazol-4-yl)-4-(4-piperidinyl)pyrazolo[1,5-a]pyridine